(N-[4-Amino-5-[2-(difluoromethyl)pyridin-4-carbonyl]thiazol-2-yl]-4-fluoroanilino)propanamid NC=1N=C(SC1C(=O)C1=CC(=NC=C1)C(F)F)N(C1=CC=C(C=C1)F)C(C(=O)N)C